hexane-1,3,4-triol C(CC(C(CC)O)O)O